Methyl 4-((tert-butoxycarbonyl)(methyl-d3)amino)-2-((tert-butyldimethylsilyl)oxy)butanoate C(C)(C)(C)OC(=O)N(CCC(C(=O)OC)O[Si](C)(C)C(C)(C)C)C([2H])([2H])[2H]